Tert-butyl 3-{[2-(4-cyclopropylphenyl) imidazo[1,2-a]pyrimidin-3-yl] methyl}-3,8-diazabicyclo[3.2.1]octane-8-carboxylate C1(CC1)C1=CC=C(C=C1)C=1N=C2N(C=CC=N2)C1CN1CC2CCC(C1)N2C(=O)OC(C)(C)C